N-(1-hydroxy-3-methoxypropan-2-yl)-6-methoxy-8-(spiro[2.5]oct-5-en-6-yl)quinoline-3-carboxamide OCC(COC)NC(=O)C=1C=NC2=C(C=C(C=C2C1)OC)C1=CCC2(CC2)CC1